2-mercaptoethyltripropoxysilane SCC[Si](OCCC)(OCCC)OCCC